CC1=C(C=C(C=C1)N)Cl 3-CHLORO-P-TOLUIDINE